NC1=C(C(=CC=C1)N)C 2,6-Diamino-Toluol